2-{[(1S)-1-(4-{1-[(1-acryloylazetidin-3-yl)(methyl)amino]-4,4-difluorocyclohexyl}phenyl)ethyl]amino}-8-(propan-2-yl)pyrido[2,3-d]pyrimidin-7(8H)-on C(C=C)(=O)N1CC(C1)N(C1(CCC(CC1)(F)F)C1=CC=C(C=C1)[C@H](C)NC=1N=CC2=C(N1)N(C(C=C2)=O)C(C)C)C